CC1=C(C(NC(N1)=O)C1=CC=C(C=C1)OC(\C=C\C1=C(C=CC=C1)C)=O)C(=O)OCC (E)-ethyl 6-methyl-2-oxo-4-(4-((3-(o-tolyl)acryloyl)oxy)phenyl)-1,2,3,4-tetrahydropyrimidine-5-carboxylate